N[C@H](C(=O)OC[C@H]1O[C@]([C@@H]([C@@H]1O)O)(C1=CC=C2C(=NC=NN21)NC(=O)OCOC(C(C)(C)C)=O)C#N)C(C)(C)C ((2R,3S,4R,5R)-5-cyano-3,4-dihydroxy-5-(4-((((pivaloyloxy)methoxy)carbonyl)amino)pyrrolo[2,1-f][1,2,4]triazin-7-yl)tetrahydrofuran-2-yl)methyl (S)-2-amino-3,3-dimethylbutanoate